2-(4-(benzo[d]thiazol-2-ylmethyl)piperazin-1-yl)-5-ethoxy-4-isopropoxybenzonitrile S1C(=NC2=C1C=CC=C2)CN2CCN(CC2)C2=C(C#N)C=C(C(=C2)OC(C)C)OCC